N-(2,6-difluoro-4-(2-(((3S,5S)-5-fluoropiperidin-3-yl)amino)-8-isopropyl-7-oxo-7,8-dihydropyrido[2,3-d]pyrimidin-6-yl)phenyl)-1-(4-(methylsulfonyl)phenyl)methanesulfonamide FC1=C(C(=CC(=C1)C1=CC2=C(N=C(N=C2)N[C@@H]2CNC[C@H](C2)F)N(C1=O)C(C)C)F)NS(=O)(=O)CC1=CC=C(C=C1)S(=O)(=O)C